Cl.ClCC1=NC=CC=C1 2-(chloromethyl)-pyridine hydrochloride